CC=1NC2=C(N1)C=CC=C2 Methyl-benzimidazol